CC1=C2COC(C2=CC=C1CN1CC2=C(N=C(N=C2)N2C=C(C3=CC=CC=C23)C#N)CC1)=O 1-(6-((4-methyl-1-oxo-1,3-dihydroisobenzofuran-5-yl)methyl)-5,6,7,8-tetrahydropyrido[4,3-d]pyrimidin-2-yl)-1H-indole-3-carbonitrile